C1(=CC=C(C=C1)N(C1=CC=CC=2C(C3=CC=CC=C3C12)(C1=CC=CC=C1)C)C1=CC=2C(C3=CC=CC=C3C2C=C1)(C)C)C1=CC=CC=C1 biphenyl-4-yl-(9,9-dimethyl-9H-fluoren-2-yl)-(9-methyl-9-phenyl-9H-fluoren-4-yl)-amine